rac-ethyl 2-(4,7-dichloro-6-(3-cyano-4-morpholinophenyl)-2H-indazol-2-yl)-2-((R)-6-fluoro-6,7-dihydro-5H-pyrrolo[1,2-c]imidazol-1-yl)acetate ClC=1C2=CN(N=C2C(=C(C1)C1=CC(=C(C=C1)N1CCOCC1)C#N)Cl)[C@@H](C(=O)OCC)C1=C2N(C=N1)C[C@@H](C2)F |&1:25|